2-[3-[4-benzyloxy-1-(4-fluoro-2-methoxy-phenyl)pyrazolo[3,4-d]pyrimidin-6-yl]propylsulfanyl]ethanol C(C1=CC=CC=C1)OC1=C2C(=NC(=N1)CCCSCCO)N(N=C2)C2=C(C=C(C=C2)F)OC